CC1=NC2=CC=C(C=C2C=C1)CN1C[C@H](CC1)NC=1C=C2CN(C(C2=CC1)=O)C1C(NC(CC1)=O)=O 3-(5-(((S)-1-((2-Methylquinolin-6-yl)methyl)pyrrolidin-3-yl)amino)-1-oxoisoindolin-2-yl)piperidine-2,6-dione